FC(C1=CC=C(C=O)C=C1)(F)F 4-(trifluoromethyl)-benzaldehyde